8'-Bromospiro[cyclohexane-1,1'-pyrrolo[2,3-c]quinolin]-2'(3'H)-one BrC1=CC=2C3=C(C=NC2C=C1)NC(C31CCCCC1)=O